ClC=1C=C(C=CC1F)NC=1SC=C(N1)C=1SC=CN1 N-(3-chloro-4-fluorophenyl)-[2,4'-bithiazole]-2'-amine